({2-[(4-methyl-4H-1,2,4-triazol-3-yl)sulfanyl]ethyl})amine CN1C(=NN=C1)SCCN